3-((3-(ethoxymethyl)-3-phenethyl-pyrrolidin-1-yl)methyl)pyridine C(C)OCC1(CN(CC1)CC=1C=NC=CC1)CCC1=CC=CC=C1